(S)-2-(1-Methyl-4-oxo-3-(trifluoromethyl)-1,4-dihydro-5H-pyrazolo[3,4-d]pyridazin-5-yl)-N-(1-(p-tolyl)ethyl)acetamid CN1N=C(C2=C1C=NN(C2=O)CC(=O)N[C@@H](C)C2=CC=C(C=C2)C)C(F)(F)F